C(CC)C1C(N(CC1)C=C)=O propyl-vinyl-pyrrolidone